C[C@H]1CC[C@@H](N(C1)C(C(=O)NC=1C2=C(C=NC1)C=NN2)=O)C=2C=CC1=C(N=C(S1)C=1CCN(CC1)C)C2 2-((2R,5S)-5-methyl-2-(2-(1-methyl-1,2,3,6-tetrahydropyridin-4-yl)benzo[d]thiazol-5-yl)piperidin-1-yl)-2-oxo-N-(1H-pyrazolo[4,3-c]pyridin-7-yl)acetamide